ClC1=NC(=CC(=C1)C(F)(F)F)OC 2-chloro-6-methoxy-4-(trifluoromethyl)pyridine